3-(p-tolyl)propanoate C1(=CC=C(C=C1)CCC(=O)[O-])C